4-((4-(4-Methylpiperidin-1-yl)phenyl)amino)cyclohexane-1-carboxamide ethyl-5,6-dimethyl-2-methylene-cyclohex-3-ene-1-carboxylate C(C)OC(=O)C1C(C=CC(C1C)C)=C.CC1CCN(CC1)C1=CC=C(C=C1)NC1CCC(CC1)C(=O)N